N[C@@H]1C[C@@H](CC1)NC=1C=2N(N=CC1C(=NC1=C(C=CC(=C1)F)Cl)N)C=C(C2)C2=C(C=CC=C2)CO 4-[[(1R,3S)-3-aminocyclopentyl]amino]-N'-(2-chloro-5-fluoro-phenyl)-6-[2-(hydroxymethyl)phenyl]pyrrolo[1,2-b]pyridazine-3-carboxamidine